{[(4-chlorophenyl)methyl]amino}-N-(4-{2-[4-(2-hydroxy-2-methylpropyl)piperazinyl]-2-oxoethyl}phenyl)carboxamide ClC1=CC=C(C=C1)CNC(=O)NC1=CC=C(C=C1)CC(=O)N1CCN(CC1)CC(C)(C)O